methyl 3-formyl-1-(tetrahydro-2H-pyran-2-yl)-1H-pyrazolo[3,4-b]pyridine-5-carboxylate C(=O)C1=NN(C2=NC=C(C=C21)C(=O)OC)C2OCCCC2